3-(4-((3S,5R)-3-amino-5-methylpiperidin-1-yl)pyridin-3-yl)-N3'-cyclopropyl-2,6,6'-trifluoro-[1,1'-biphenyl]-3,3'-dicarboxamide dihydrochloride Cl.Cl.N[C@@H]1CN(C[C@@H](C1)C)C1=C(C=NC=C1)C1(C(C(=C(C=C1)F)C1=CC(=CC=C1F)C(=O)NC1CC1)F)C(=O)N